2-(5-amino-1H-indol-3-yl)-N-(1-(4-fluorophenyl)-2-oxopyrrolidin-3-yl)-2-oxoacetamide NC=1C=C2C(=CNC2=CC1)C(C(=O)NC1C(N(CC1)C1=CC=C(C=C1)F)=O)=O